N,N-Dimethyltetradecan-1-amine N-oxid C[N+](CCCCCCCCCCCCCC)(C)[O-]